tert-butyl (4-(7-((3-(piperidin-1-yl)propyl)carbamoyl)benzo[d]imidazo[2,1-b]thiazol-2-yl)-2-(trifluoromethyl)benzyl)carbamate N1(CCCCC1)CCCNC(=O)C1=CC2=C(N3C(S2)=NC(=C3)C3=CC(=C(CNC(OC(C)(C)C)=O)C=C3)C(F)(F)F)C=C1